The molecule is a flavanone 7-O-beta-D-glucoside that consists of 7-hydroxyflavanone attached to a beta-D-glucopyranosyl moiety at position 7 via a glycosidic linkage. It is a flavanone 7-O-beta-D-glucoside and a monosaccharide derivative. C1C(OC2=C(C1=O)C=CC(=C2)O[C@H]3[C@@H]([C@H]([C@@H]([C@H](O3)CO)O)O)O)C4=CC=CC=C4